Phenyl ((S)-1-((2S,4R)-2-((2-chloro-4-ethynylbenzyl)carbamoyl)-4-hydroxypyrrolidin-1-yl)-3,3-dimethyl-1-oxobutan-2-yl)carbamate ClC1=C(CNC(=O)[C@H]2N(C[C@@H](C2)O)C([C@H](C(C)(C)C)NC(OC2=CC=CC=C2)=O)=O)C=CC(=C1)C#C